({[(2-methylpropan-2-yl)oxy]carbonyl}amino)butanoic acid-(2Z,5Z)-non-2,5-dien-1-yl ester C(\C=C/C\C=C/CCC)OC(C(CC)NC(=O)OC(C)(C)C)=O